(1S,3R,4S)-2-(7-chloro-4-fluoro-1H-indole-2-carbonyl)-N-[(1S)-1-cyano-2-[(3S)-2-oxo-3-piperidyl]ethyl]-5,5-difluoro-2-azabicyclo[2.2.2]octane-3-carboxamide ClC=1C=CC(=C2C=C(NC12)C(=O)N1[C@@H]2CC([C@H]([C@@H]1C(=O)N[C@@H](C[C@H]1C(NCCC1)=O)C#N)CC2)(F)F)F